NC12CCC(CC1)(CC2)CN2N=C(C1=C2CN(C1)C1=C2C=CC=NC2=C(C=C1)C#N)CC 5-(1-((4-aminobicyclo[2.2.2]oct-1-yl)methyl)-3-ethylpyrrolo[3,4-c]pyrazol-5(1H,4H,6H)-yl)quinoline-8-carbonitrile